C(#N)C=1C=NC2=CC(=C(C=C2C1NCC1=CC=C(C=C1)S(=O)(=O)N)OC)OC 4-(((3-cyano-6,7-dimethoxyquinolin-4-yl)amino)methyl)benzenesulfonamide